N-(2,3-difluorophenyl)-1-methyl-2-oxo-4-(6-(trifluoromethyl)pyridin-3-yl)pyrrolidine-3-carboxamide FC1=C(C=CC=C1F)NC(=O)C1C(N(CC1C=1C=NC(=CC1)C(F)(F)F)C)=O